OC1=C(C(=CC(=C1)C(F)(F)F)C)C1=CC=C2C(=N1)N=C(O2)N2CC=1N(C(C=CC1C2)=O)C 6-[5-[2-hydroxy-6-methyl-4-(trifluoromethyl)phenyl]oxazolo[4,5-b]pyridin-2-yl]-1-methyl-5,7-dihydropyrrolo[3,4-b]pyridin-2-one